ClC1=C(C=C(C=C1)NC(=O)NC1=CC=C(C=C1)OC1=NC=NC2=CC(=C3C(=C12)OCCO3)OCCN3CCOCC3)C(F)(F)F 1-(4-chloro-3-(trifluoromethyl)phenyl)-3-(4-((5-(2-morpholinoethoxy)-2,3-dihydro-[1,4]dioxino[2,3-f]quinazolin-10-yl)oxy)phenyl)urea